CS(=O)(=O)OCC1=C(C(=NC=C1)F)C1C(NC(CC1)=O)=O (3-(2,6-dioxopiperidin-3-yl)-2-fluoropyridin-4-yl)methyl methanesulfonate